(S)-N-(3-(1-acetyl-2-methyl-1,2,3,4-tetrahydroquinolin-6-yl)phenethyl)-6-bromo-3-methyl-8-morpholinoimidazo[1,2-a]pyrazine-2-carboxamide C(C)(=O)N1[C@H](CCC2=CC(=CC=C12)C=1C=C(CCNC(=O)C=2N=C3N(C=C(N=C3N3CCOCC3)Br)C2C)C=CC1)C